4-hydroxy-6-methyl-5-[2-methyl-5-(trifluoromethyl)pyrazol-3-yl]Pyridine-3-carboxamide OC1=C(C=NC(=C1C=1N(N=C(C1)C(F)(F)F)C)C)C(=O)N